C(C=C)(=O)N1C[C@@H](NCC1)C (S)-4-acryloyl-2-methylpiperazin